5-formyl-deoxycytidine C(=O)C=1C(=NC(N([C@H]2C[C@H](O)[C@@H](CO)O2)C1)=O)N